C(C)(C)(C)OC(=O)N(C(=O)C1=CC(=CC(=N1)NC1=C(C=C(C(=O)OC)C=C1)F)NC(=O)OC(C)(C)C)C1CC2=CC=CC=C2C1 Methyl 4-((6-((tert-butoxycarbonyl)(2,3-dihydro-1H-inden-2-yl)carbamoyl)-4-((tert-butoxycarbonyl)amino)pyridin-2-yl)amino)-3-fluorobenzoate